BrC1=CC=C(C=C1)N1N=NC(=C1)COCC=1C(=C(C=CC1)C1=CC=CC=C1)C 1-(4-bromophenyl)-4-(((2-methylbiphenyl-3-yl)methoxy)methyl)-1H-1,2,3-triazole